2-benzoyl-5,6,7-trimethoxyquinazolin-4(3H)-one C(C1=CC=CC=C1)(=O)C1=NC2=CC(=C(C(=C2C(N1)=O)OC)OC)OC